(E)-N-(4-(1-(4-(4-(6-((2-(2,6-dioxopiperidin-3-yl)-1-oxoisoindolin-4-yl)oxy)hexyl)piperazin-1-yl)benzoyl)piperidin-4-yl)butyl)-3-(pyridin-3-yl)acrylamide O=C1NC(CCC1N1C(C2=CC=CC(=C2C1)OCCCCCCN1CCN(CC1)C1=CC=C(C(=O)N2CCC(CC2)CCCCNC(\C=C\C=2C=NC=CC2)=O)C=C1)=O)=O